(S)-4-(2,3-dichloro-6-hydroxyphenyl)-1-(1-methyl-1H-imidazol-4-yl)pyrrolidin-2-one ClC1=C(C(=CC=C1Cl)O)[C@@H]1CC(N(C1)C=1N=CN(C1)C)=O